CN1CCC(=CC1)C1=C(NC2=CC=CC=C12)C1=CC=CC=C1 3-(1-methyl-1,2,3,6-tetrahydropyridin-4-yl)-2-phenyl-1H-indole